ClC1=C(C=CC(=C1)C(F)(F)F)C=1C=C2C(=NN(C2=CC1)C(C1=CC=CC=C1)(C1=CC=CC=C1)C1=CC=CC=C1)NC(=O)[C@H]1CN(CCC1)C(=O)OC(C)(C)C tert-Butyl (3R)-3-({5-[2-chloro-4-(trifluoromethyl)phenyl]-1-trityl-1H-indazol-3-yl}carbamoyl)piperidine-1-carboxylate